2,6-diethylaniline iron (II) [Fe+2].C(C)C1=C(N)C(=CC=C1)CC